(7S)-4,7-difluoro-7-isopropyl-N-[(1R)-3-[2-[2-(dimethylamino)ethyl]piperidin-1-ium-1-yl]-1-(6-pyridazin-4-yl-3-pyridyl)propyl]-6,8-dihydro-5H-acridine-2-carboxamide FC1=CC(=CC2=CC=3C[C@@](CCC3N=C12)(C(C)C)F)C(=O)N[C@H](CC[NH+]1C(CCCC1)CCN(C)C)C=1C=NC(=CC1)C1=CN=NC=C1